CCCCCCCCCCCCCCCCCCCCC(=O)N[C@@H](COP(=O)([O-])OCC[N+](C)(C)C)[C@@H](CCCCCCCCCCCCCCC)O The molecule is a N-acylsphinganine-1-phosphocholine in which the acyl group specified is henicosanoyl. It has a role as a mouse metabolite. It derives from a henicosanoic acid.